(2-bromo-5-vinylthiazol-4-yl)methanol BrC=1SC(=C(N1)CO)C=C